4-(4-(1-((5-(3-fluorophenoxy)thiazol-2-yl)amino)-1-oxopropan-2-yl)morpholin-2-yl)pyridine FC=1C=C(OC2=CN=C(S2)NC(C(C)N2CC(OCC2)C2=CC=NC=C2)=O)C=CC1